3-(4-chloro-6-(piperazin-1-yl)pyridin-2-yl)-5-(trifluoromethyl)pyrazolo[1,5-a]pyridine ClC1=CC(=NC(=C1)N1CCNCC1)C=1C=NN2C1C=C(C=C2)C(F)(F)F